ClC(C)CCC(C(C(C(CCC(CCCC(CC)Cl)Cl)Cl)Cl)Cl)Cl 2,5,6,7,8,11,15-heptachloroheptadecane